FC(S(=O)(=O)NS(=O)(=NS(=O)(=O)C(F)(F)F)F)(F)F N,N'-bis((trifluoromethyl)sulfonyl)sulfuramidimidoyl fluoride